FC1=C(C(=CC=C1)F)[C@@H](CC1OCCC1)N1C[C@@H](N([C@@H](C1)C)C(C(C)C)=O)C(=O)O (2R,6R)-4-((1R)-1-(2,6-difluorophenyl)-2-(tetrahydrofuran-2-yl)ethyl)-1-isobutyryl-6-methylpiperazine-2-carboxylic acid